C(C)(C)(C)OC(=O)N[C@@H](C(C)C)C(=O)O[C@@H]1[C@H](O[C@@]([C@@H]1OC(C)=O)(C#N)C1=CC=C2C(=NC=NN21)N)COC(CC2=CC=CC=C2)=O (2R,3R,4R,5R)-4-acetoxy-5-(4-aminopyrrolo[2,1-f][1,2,4]triazin-7-yl)-5-cyano-2-((2-phenylacetoxy)methyl)tetrahydrofuran-3-yl (tert-butoxycarbonyl)-L-valinate